CN(CCOC1=CC(=NC=C1)C=1N=C(C2=C(N1)CCC2)N([C@@H](C(=O)NC(C)C)C)C)C (2R)-2-[(2-{4-[2-(dimethylamino)ethoxy]pyridin-2-yl}-5H,6H,7H-cyclopenta[d]pyrimidin-4-yl)(methyl)amino]-N-(propan-2-yl)propanamide